FC1(CN(CC1)C1=CC=C(C=N1)C(=O)NC1=C(C=C(C=C1)F)S(=O)(=O)C)F 6-(3,3-difluoropyrrolidin-1-yl)-N-(4-fluoro-2-methanesulfonylphenyl)pyridine-3-carboxamide